methyl 2-((anti)-5-(4-cyanophenyl)-1-(4-(trifluoromethyl)benzyl)piperidin-3-yl)acetate C(#N)C1=CC=C(C=C1)C1CC(CN(C1)CC1=CC=C(C=C1)C(F)(F)F)CC(=O)OC